ClC1=NC=C(C(=C1)C1=C(C=NC(=C1)C)C(=O)NC=1SC2=C(N1)CN(C2)C(C2=NC(=C(C=C2)OC)C(F)F)=O)OC 2'-chloro-N-(5-(6-(difluoromethyl)-5-methoxypicolinoyl)-5,6-dihydro-4H-pyrrolo[3,4-d]thiazol-2-yl)-5'-methoxy-6-methyl-[4,4'-bipyridine]-3-carboxamide